1-(3-((2,3-dichlorophenyl)thio)imidazo[1,5-a]pyrazin-8-yl)-4-methylpiperidin-4-amine ClC1=C(C=CC=C1Cl)SC1=NC=C2N1C=CN=C2N2CCC(CC2)(N)C